Cl.FC1(CNCC12CN(CCC2)C(=O)C2=C1N(C=3C=CC=CC23)CCC1)F (4,4-difluoro-2,7-diazaspiro[4.5]decan-7-yl)(2,3-dihydro-1H-pyrrolo[1,2-a]indol-9-yl)methanone hydrochloride